2-(5-chloropyridin-3-yl)-9H-purine ClC=1C=C(C=NC1)C1=NC=C2N=CNC2=N1